C12(C=CC(CC1)C2)S(=O)(=O)[O-] bicyclo-[2.2.1]-heptenesulfonate